(4-tert-butylphenyl)acethydrazide tert-Butyl-(5-amino-2-fluorophenyl)carbamate C(C)(C)(C)N(C(O)=O)C1=C(C=CC(=C1)N)F.C(C)(C)(C)C1=CC=C(C=C1)CC(=O)NN